3-(tert-butoxycarbonyl-amino)propyl-(2-tert-butoxy-2-oxo-ethyl)-(3-carboxypropyl)-methyl-ammonium C(C)(C)(C)OC(=O)NCCC[N+](C)(CCCC(=O)O)CC(=O)OC(C)(C)C